(rac)-1-methyl-6-(8-phenoxy-5,6,7,8-tetrahydroisoquinolin-4-yl)-3,4-dihydroquinolin-2(1H)-one CN1C(CCC2=CC(=CC=C12)C1=CN=CC=2[C@@H](CCCC12)OC1=CC=CC=C1)=O |r|